methyl 4-cyclopropyl-2-(difluoromethoxy)-6-fluorobenzoate C1(CC1)C1=CC(=C(C(=O)OC)C(=C1)F)OC(F)F